6-(2-chlorophenyl)-2-{[4-(1,8-naphthyridin-2-yl)phenyl]amino}imidazo[1,2-a]pyrimido[5,4-e]pyrimidin-5(6H)-one ClC1=C(C=CC=C1)N1C=2N(C3=C(C1=O)C=NC(=N3)NC3=CC=C(C=C3)C3=NC1=NC=CC=C1C=C3)C=CN2